2-((S)-1-(4-((S)-2-(5-Chloropyridin-2-yl)-2-methylbenzo[d][1,3]dioxol-4-yl)piperidin-1-yl)ethyl)-4-methoxy-1-methyl-1H-benzo[d]imidazole-6-carboxylic acid ClC=1C=CC(=NC1)[C@@]1(OC2=C(O1)C=CC=C2C2CCN(CC2)[C@@H](C)C2=NC1=C(N2C)C=C(C=C1OC)C(=O)O)C